COC1=CC=C(C=C1)P1(SP(S1)(C1=CC=C(C=C1)OC)=S)=S 2,4-bis(4-methoxyphenyl)-1,3-dithia-2,4-diphosphetane-2,4-disulfide